C[C@H]1OCCOCCN2C(=CC(C3=NNC=4C=CC(OC1)=CC34)=C2)C#N (12R)-12-methyl-8,11,14-trioxa-5,19,20-triazatetracyclo[13.5.2.12,5.018,21]tricosa-1(20),2(23),3,15(22),16,18(21)-hexaene-4-carbonitrile